tert-butyl N-methyl-N-(1-pyrimidin-4-ylethyl)carbamate CN(C(OC(C)(C)C)=O)C(C)C1=NC=NC=C1